(5S)-1-tert-butyl 2-methyl 5-(((tert-butyldiphenylsilyl) oxy) methyl)-pyrrolidine-1,2-dicarboxylate [Si](C1=CC=CC=C1)(C1=CC=CC=C1)(C(C)(C)C)OC[C@@H]1CCC(N1C(=O)OC(C)(C)C)C(=O)OC